N-(5-cyano-6-(2H-1,2,3-triazol-2-yl)pyridin-3-yl)-1-(2-methylimidazo[1,2-a]pyridin-3-yl)-5-(trifluoromethyl)-1H-pyrazole-4-carboxamide C(#N)C=1C=C(C=NC1N1N=CC=N1)NC(=O)C=1C=NN(C1C(F)(F)F)C1=C(N=C2N1C=CC=C2)C